methyl-(E)-2-(3-bromo-2-methyl-phenyl)-3-meth-oxy-prop-2-enoate COC(\C(=C\OC)\C1=C(C(=CC=C1)Br)C)=O